(Z)-(2-(4-fluorophenyl)-2-(2-(trimethylsilyl)phenyl)vinyl)trimethylsilane tert-butyl-(2-(6-fluorobenzo[b]thiophen-4-yl)ethyl)carbamate C(C)(C)(C)N(C(O)=O)CCC1=CC(=CC=2SC=CC21)F.FC2=CC=C(C=C2)/C(=C/[Si](C)(C)C)/C2=C(C=CC=C2)[Si](C)(C)C